N-(8,9-difluoro-6-oxo-1,4,5,6-tetrahydro-2H-pyrano[3,4-c]isoquinolin-1-yl)-2,3',5'-trifluoro-N-methyl-[1,1'-biphenyl]-4-carboxamide FC=1C(=CC=2C3=C(NC(C2C1)=O)COCC3N(C(=O)C3=CC(=C(C=C3)C3=CC(=CC(=C3)F)F)F)C)F